6-((2-((6S)-1,8-diazaspiro[5.5]undecan-8-yl)-1H-benzimidazol-1-yl)methyl)-3-pyridinecarbonitrile N1CCCC[C@]12CN(CCC2)C2=NC1=C(N2CC2=CC=C(C=N2)C#N)C=CC=C1